methyl 4-{2-[(tert-butyldimethylsilyl)oxy]propoxy}benzoate [Si](C)(C)(C(C)(C)C)OC(COC1=CC=C(C(=O)OC)C=C1)C